FC(O[C@@H]1CN(CC1)C=1C=2N(N=C(C1)C=1C(NC(NC1)=O)=O)C=CN2)(F)F 5-[8-[(3S)-3-(trifluoromethoxy)pyrrolidin-1-yl]imidazo[1,2-b]pyridazin-6-yl]-1H-pyrimidine-2,4-dione